C(CCCCCC)N1N=CC(=C1C#N)[N+](=O)[O-] 1-heptyl-4-nitro-1H-pyrazole-5-carbonitrile